3-(6-morpholino-4-oxo-4H-pyran-2-yl)benzonitrile O1CCN(CC1)C1=CC(C=C(O1)C=1C=C(C#N)C=CC1)=O